O=C1NC(CCC1N1C(C2=CC(=C(C=C2C1=O)N1CC2N(C(C1)C2)CC2CCNCC2)F)=O)=O 4-((3-(2-(2,6-dioxopiperidin-3-yl)-6-fluoro-1,3-dioxoisoindoline-5-yl)-3,6-diazabicyclo[3.1.1]heptane-6-yl)methyl)piperidine